COC(=O)C1C(NCC2(CCCC2)C1=O)=O.FC(C=1C=C(C=C(C1)C(F)(F)F)[B-](C1=CC(=CC(=C1)C(F)(F)F)C(F)(F)F)(C1=CC(=CC(=C1)C(F)(F)F)C(F)(F)F)C1=CC(=CC(=C1)C(F)(F)F)C(F)(F)F)(F)F.C1(=CC=CC=C1)[C+](C1=CC=CC=C1)C1=CC=CC=C1 Triphenylcarbenium tetrakis(3,5-bis(trifluoromethyl)phenyl)borate methyl-8,10-dioxo-7-azaspiro[4.5]decane-9-carboxylate